1-[2,3-dichloro-6-(prop-2-en-1-yloxy)phenyl]-1-(pyridin-4-yl)methanamine ClC1=C(C(=CC=C1Cl)OCC=C)C(N)C1=CC=NC=C1